5-(3-methoxypropoxy)pyridine COCCCOC=1C=CC=NC1